C(CCCCCCCCCCC)C=1NC2=CC=CC=C2C(C1)=O 2-dodecyl-4(1H)-quinolinone